diethyl (1-methyl-1-(2-methylcyclohexyl)methylene)malonate CC(C1C(CCCC1)C)=C(C(=O)OCC)C(=O)OCC